C(\C=C/C(=O)O)(=O)O.ClC=1C=CC2=C(N(C3=C(CC2)C=CC=C3)CCCCNC/C=C/C#N)C1 (E)-4-[4-(3-chloro-10,11-dihydro-5H-dibenzo[b,f]azepin-5-yl)butylamino]but-2-enenitrile maleate